tert-butyl 8-amino-5-bromo-3,4-dihydroisoquinoline-2(1H)-carboxylate NC=1C=CC(=C2CCN(CC12)C(=O)OC(C)(C)C)Br